(5-(5-Phenylpyridin-2-yl)-1H-pyrazol-3-yl)pyrrolidine-1-carbonitrile C1(=CC=CC=C1)C=1C=CC(=NC1)C1=CC(=NN1)C1N(CCC1)C#N